C(=O)OC1=C(C=CC(=C1)C1=NC=CC=N1)C1=NC=C(N=C1)NC1CC(NC(C1)(C)C)(C)C 5-(pyrimidin-2-yl)-2-{5-[(2,2,6,6-tetramethylpiperidin-4-yl)amino]pyrazin-2-yl}phenol formate